C[SiH](N(C(C)=O)[SiH](C)C)C N,N-di(dimethylsilyl)acetamide